ClC1=C(OCCCC(=O)O)C=CC(=C1)Cl 4-(2,4-dichlorophenoxy)butyric acid